CC1OC(C2=C(O1)C=CC=C2)=O methyl-4H-benzo[d][1,3]dioxin-4-one